N-(1-((cis)-4-(((R)-2-(3-Fluorophenyl)-2-hydroxyethyl)amino)cyclohexyl)-2-methylpropan-2-yl)methanesulfonamide FC=1C=C(C=CC1)[C@H](CN[C@H]1CC[C@H](CC1)CC(C)(C)NS(=O)(=O)C)O